O=C1NC(CCC1N1C(C2=CC=CC(=C2C1)/C=C/C(=O)OC(C)(C)C)=O)=O tert-Butyl (E)-3-[2-(2,6-dioxo-3-piperidyl)-1-oxo-isoindolin-4-yl]acrylate